CN(C1C(=C(C(C2(C(=C3C(C4=C(C=CC=C4C(C3C(C12)O)C)O)=O)O)O)=O)C(=O)N)O)C 1-dimethylamino-2,4a,5,7,12-pentahydroxy-11-methyl-4,6-di-oxo-1,4a,11,11a,12,12a-hexahydrotetracene-3-carboxamide